C(CCCCCCC\C=C/CCCCCCCC)CC(=O)[O-] oleylacetate